N-benzyl-N-(2-bromoacetyl)-L-aspartic acid dimethyl ester COC([C@@H](N(C(CBr)=O)CC1=CC=CC=C1)CC(=O)OC)=O